methyl (5S)-2-amino-5-(benzyloxycarbonylamino)-4,5,6,7-tetrahydrobenzothiophene-3-carboxylate, hydrochloride Cl.NC=1SC2=C(C1C(=O)OC)C[C@H](CC2)NC(=O)OCC2=CC=CC=C2